5-chloro-4-(5-chloro-3-(2-fluorophenyl)-1H-pyrrolo[2,3-b]pyridin-1-yl)-2-fluoro-N-(methylsulfonyl)benzamide ClC=1C(=CC(=C(C(=O)NS(=O)(=O)C)C1)F)N1C=C(C=2C1=NC=C(C2)Cl)C2=C(C=CC=C2)F